((1H-indazol-5-yl)ethynyl)-N-((2-fluoropyridin-3-yl)methyl)-[2,4'-bipyrimidin]-2'-amine N1N=CC2=CC(=CC=C12)C#CC1=NC(=NC=C1)C1=NC(=NC=C1)NCC=1C(=NC=CC1)F